C(N)(=O)C1=CC=C(C2=CN(N=C12)C)N1CCC(CC1)N(C(OC(C)(C)C)=O)CC tert-butyl N-[1-(7-carbamoyl-2-methyl-indazol-4-yl)-4-piperidyl]-N-ethyl-carbamate